C(C1=CC=CC=C1)(=O)OC(CC)(C(C(CC)OC(C1=CC=CC=C1)=O)C)C 3,4-dimethyl-3,5-heptanediol dibenzoate